C1(=CC=CC2=CC=CC=C12)C1=CC=C(C=C1)NC1=CC=CC2=CC=CC=C12 N-(4-(naphthalen-1-yl)phenyl)naphthalen-1-amine